[4-((3,4-dihydroisoquinolin-2(1H)-yl)methyl)-4-hydroxypiperidin-1-yl]methanone silicon-boron-natrium [Na].[B].[Si].C1N(CCC2=CC=CC=C12)CC1(CCN(CC1)C=O)O